OCC1CCC(CC1)C(=O)NC 4-(Hydroxymethyl)-N-methyl-cyclohexanecarboxamide